ClC=1C(=NN(C1C1CC1)C=1C=C(C(=O)NC2=CC3=C(N=C(O3)C)C=C2)C=CC1)C(F)(F)F 3-[4-chloro-5-cyclopropyl-3-(trifluoromethyl)pyrazol-1-yl]-N-(2-methyl-1,3-benzoxazol-6-yl)benzamide